1-[4-[5-(trifluoromethyl)pyrimidin-2-yl]piperazin-1-yl]ethan-1-one hydrochloride Cl.FC(C=1C=NC(=NC1)N1CCN(CC1)C(C)=O)(F)F